1-octanoyloxy-pyrene-3,6,8-trisulphonate C(CCCCCCC)(=O)OC1=CC(=C2C=CC=3C(=CC(=C4C=CC1=C2C34)S(=O)(=O)[O-])S(=O)(=O)[O-])S(=O)(=O)[O-]